C(C)(C)(C)OC(=O)N1C[C@H](CC1)OC=1C=CC=2N=CN=C(C2N1)O.C1CCC2=C(C=3CCCC3C=C12)NC(=O)NS(=O)(=O)/C=C/CNS(=O)(=O)C1CCCCC1 (E)-N-(3-(N-((1,2,3,5,6,7-hexahydro-s-indacen-4-yl)carbamoyl)sulfamoyl)allyl)cyclohexanesulfonamide tert-butyl-(3S)-3-(4-hydroxypyrido[3,2-d]pyrimidin-6-yl)oxypyrrolidine-1-carboxylate